C(C)C1=C(C=2CC3=CC=CC=C3OC2C=C1)I ethyl-iodoxanthene